2-hydroxy-5-[4-(5-methyl-1,2,4-oxadiazol-3-yl)piperidine-1-carbonyl]-6-(trifluoromethyl)pyridine-3-carbonitrile OC1=NC(=C(C=C1C#N)C(=O)N1CCC(CC1)C1=NOC(=N1)C)C(F)(F)F